1-(4-((6-amino-5-cyanopyrimidin-4-yl)oxy)-2-fluorophenyl)-3-(3-(tert-butyl)-1-(4-(difluoromethoxy)phenyl)-1H-pyrazol-5-yl)urea NC1=C(C(=NC=N1)OC1=CC(=C(C=C1)NC(=O)NC1=CC(=NN1C1=CC=C(C=C1)OC(F)F)C(C)(C)C)F)C#N